C(C)(C)OC[C@H](NC1=NC(=NC2=CC(=C(C=C12)OC)C#CCN1CCCC1)N1CCCC1)NC (S)-2-isopropoxy-N-(6-methoxy-2-(pyrrolidin-1-yl)-7-(3-(pyrrolidin-1-yl)prop-1-yn-1-yl)quinazolin-4-yl)-N'-methylethane-1,1-diamine